SCCC[Si](OC)(OC)C gamma-mercaptopropylmethyldimethoxysilane